ClC=1C=CC=C2C=CC=C(C12)C1CC=2N=C(N=C(C2CO1)N1C[C@@H](N(CC1)C(=O)OC(C)(C)C)CC#N)OC=1C=CC=C2CCN(CC12)C tert-butyl (2S)-4-(7-(8-chloronaphthalen-1-yl)-2-((2-methyl-1,2,3,4-tetrahydroisoquinolin-8-yl)oxy)-7,8-dihydro-5H-pyrano[4,3-d]pyrimidin-4-yl)-2-(cyano methyl)piperazine-1-carboxylate